NC1=NC=C(C2=C1C=NN2)NC(C(=O)N(C(C)C2=C(C=C(C=C2)C(F)(F)F)C)CC)=O N1-(4-amino-1H-pyrazolo[4,3-c]pyridin-7-yl)-N2-ethyl-N2-(1-(2-methyl-4-(trifluoromethyl)phenyl)ethyl)oxalamide